(S)-3-((3-(4-((2-amino-4-(1-hydroxyhexan-3-ylamino)-6-methylpyrimidin-5-yl)methyl)-3-methoxyphenoxy)propyl)(ethyl)amino)propanoic acid NC1=NC(=C(C(=N1)N[C@H](CCO)CCC)CC1=C(C=C(OCCCN(CCC(=O)O)CC)C=C1)OC)C